3-(2-acetoxy-2,2-diphenylacetoxy)spiro[bicyclo[3.2.1]octane-8,1-pyrrolidin]-8-ium acetate C(C)(=O)[O-].C(C)(=O)OC(C(=O)OC1CC2CCC(C1)[N+]21CCCC1)(C1=CC=CC=C1)C1=CC=CC=C1